C(C)(C)OC=1C(=CN(C(C1)=O)C)C=1C=NN(C1)C1=C(C(=O)O)C=CC=C1 2-[4-(4-Isopropoxy-1-methyl-6-oxo-1,6-dihydro-pyridin-3-yl)-pyrazol-1-yl]-benzoic acid